4-(7-(7-(difluoromethyl)-6-(1-methyl-1H-pyrazol-4-yl)-3,4-dihydroquinolin-1(2H)-yl)isoindolin-5-yl)cyclohex-3-en-1-ol FC(C1=C(C=C2CCCN(C2=C1)C=1C=C(C=C2CNCC12)C1=CCC(CC1)O)C=1C=NN(C1)C)F